[Cl-].CCCCCCCCCCCCCCCCCCCCCCCCCCC heptacosane chloride